4,6-dichloro-2,3-dihydro-1H-inden-1-amine ClC1=C2CCC(C2=CC(=C1)Cl)N